2-(4-(5-Amino-4-cyano-1-(2,2,2-trifluoroethyl)-1H-pyrazol-3-yl)phenyl)-N-(3-(3-(trifluoromethyl)bicyclo[1.1.1]pentan-1-yl)isoxazol-5-yl)acetamide NC1=C(C(=NN1CC(F)(F)F)C1=CC=C(C=C1)CC(=O)NC1=CC(=NO1)C12CC(C1)(C2)C(F)(F)F)C#N